ethyl 4-(3,5-dichlorophenyl)-5-[(4-methoxyphenyl)methyl]-8-oxo-pyrido[3,2-d]pyrimidine-7-carboxylate ClC=1C=C(C=C(C1)Cl)C=1C2=C(N=CN1)C(C(=CN2CC2=CC=C(C=C2)OC)C(=O)OCC)=O